[Hg].[Sb].[Sn] tin antimony mercury